tert-butyl (R)-(1-(2-amino-6-(3-(difluoromethyl)-1-((2-(trimethylsilyl)ethoxy)methyl)-1H-pyrazol-5-yl)pyrimidin-4-yl)pyrrolidin-3-yl)(methyl)carbamate NC1=NC(=CC(=N1)N1C[C@@H](CC1)N(C(OC(C)(C)C)=O)C)C1=CC(=NN1COCC[Si](C)(C)C)C(F)F